BrC=1C=C(C=C(C1)Cl)[C@H](CC(=O)OC)N[S@](=O)C(C)(C)C methyl (S)-3-(3-bromo-5-chlorophenyl)-3-(((R)-tert-butylsulfinyl)amino)propanoate